(R)-2-(3-((1-(dibenzo[b,d]furan-2-yl)ethyl)amino)-6-morpholino-2-oxopyrazin-1(2H)-yl)acetic acid C1=C(C=CC=2OC3=C(C21)C=CC=C3)[C@@H](C)NC=3C(N(C(=CN3)N3CCOCC3)CC(=O)O)=O